[Si](C)(C)(C(C)(C)C)OC(C)C=1C=CC(=NC1)CCO 2-(5-(1-((tert-Butyldimethylsilyl)oxy)ethyl)pyridin-2-yl)ethan-1-ol